3-(N-(5-cyano-2-(4,4-difluoropiperidin-1-yl)phenyl)sulfamoyl)-4-ethylbenzoic acid C(#N)C=1C=CC(=C(C1)NS(=O)(=O)C=1C=C(C(=O)O)C=CC1CC)N1CCC(CC1)(F)F